6-chloro-N-cyclohexyl-3-(trifluoromethyl)-1-((2-(trimethylsilyl)ethoxy)methyl)-1H-pyrrolo[2,3-b]pyridin-4-amine ClC=1C=C(C2=C(N1)N(C=C2C(F)(F)F)COCC[Si](C)(C)C)NC2CCCCC2